C1(CC1)C1=NC=NC(=C1C=1N=C(C2=C(N1)C(=CN2)CC2=CC=C(C=C2)C=2N(C=C(N2)C(F)(F)F)C)C(F)(F)F)OC 2-(4-cyclopropyl-6-methoxy-pyrimidin-5-yl)-7-[[4-[1-methyl-4-(trifluoromethyl)imidazol-2-yl]phenyl]methyl]-4-(trifluoromethyl)-5H-pyrrolo[3,2-d]pyrimidine